(S*)-benzyl 4-((cis)-6,6-difluorohexahydropyrrolo[3,2-b]pyrrol-1(2H)-yl)-3-fluoro-2,2-dimethylbutanoate FC1(CN[C@@H]2[C@H]1N(CC2)C[C@H](C(C(=O)OCC2=CC=CC=C2)(C)C)F)F |o1:10|